F[Sb-](F)(F)(F)(F)F.OC(COC1=CC=C(C=C1)[I+]C1=CC=CC=C1)CCCCCCCCCCCC (4-(2-hydroxytetradecyl-oxy)-phenyl)phenyliodonium hexafluoroantimonate